FC=1C(=C(C=CC1)C(=O)N1[C@@H]2[C@@H](C[C@H](C1)C2)NC=2C=NC(=CC2)C(F)(F)F)C2=NC=CC=N2 (3-fluoro-2-(pyrimidin-2-yl)phenyl)((1S,4S,6R)-6-((6-(trifluoromethyl)pyridin-3-yl)amino)-2-azabicyclo[2.2.1]heptan-2-yl)methanone